2-(5-chloro-3,3-dimethyl-2-methyleneindoline-1-yl)ethanol ClC=1C=C2C(C(N(C2=CC1)CCO)=C)(C)C